3-chloro-6-(6,6-difluoro-2-azaspiro[3.3]heptan-2-yl)pyrazolo[1,5-a]pyridine ClC=1C=NN2C1C=CC(=C2)N2CC1(C2)CC(C1)(F)F